C(C1=CC=CC=C1)NC1=NC=CC(=C1)Cl N-benzyl-4-chloropyridin-2-amine